COC(=O)C=1NC2=CC=C(C=C2C1NC(CN1CCN(CC1)CCO)=O)Br 5-Bromo-3-{2-[4-(2-hydroxy-ethyl)-piperazin-1-yl]-acetylamino}-1H-indole-2-carboxylic acid methyl ester